FC1=CC=C(CC=2NC3=C(C=CC=C3C2)C=2N=NN(C2)C=2C=CC=C3C=CC(OC23)=O)C=C1 8-(4-(2-(4-fluorobenzyl)-1H-indol-7-yl)-1H-1,2,3-triazole-1-yl)-2H-chromen-2-one